C(CCCCCCCCCCC)C(COCCOCCOCCOCCOCCOCCO)O dodecyl-heptaethylene glycol